C1(CC1)NC(C(C(CC1C(NCC1)=O)NC(C(CC(C)C)NC(OC(C1(CC1)C1=CC(=CC=C1)Cl)C1=CC=C(C=C1)Cl)=O)=O)=O)=O (4-chlorophenyl)(1-(3-chlorophenyl)cyclopropyl)methyl (1-((4-(cyclopropylamino)-3,4-dioxo-1-(2-oxopyrrolidin-3-yl)butan-2-yl)amino)-4-methyl-1-oxopentan-2-yl)carbamate